Cl.ClC1=CC(=C(CNCC2CNCC2)C=C1)OCC1CC1 N-(4-chloro-2-(cyclopropylmethoxy)benzyl)-1-(pyrrolidin-3-yl)methanamine hydrochloride